tert-butyl 4-(2-fluoro-4-(1-(tetrahydro-2H-pyran-2-yl)-1H-pyrazol-4-yl)phenyl)piperazine-1-carboxylate FC1=C(C=CC(=C1)C=1C=NN(C1)C1OCCCC1)N1CCN(CC1)C(=O)OC(C)(C)C